(S)-6-(5-(((2-((4-methyl-3-oxo-3,4-dihydropyrido[2,3-b]pyrazin-6-yl)oxy)ethyl)amino)methyl)-2-oxooxazolidin-3-yl)-2H-pyrazino[2,3-b][1,4]oxazin-3(4H)-one CN1C2=C(N=CC1=O)C=CC(=N2)OCCNC[C@H]2CN(C(O2)=O)C2=NC1=C(OCC(N1)=O)N=C2